CC1CN(CC(N1CC(F)(F)F)C)C1=C(C=C(C=N1)C1(CC2(C1)CC(C2)N)N)F 2-(6-(3,5-dimethyl-4-(2,2,2-trifluoroethyl)piperazin-1-yl)-5-fluoropyridin-3-yl)spiro[3.3]heptane-2,6-diamine